FC=1C(=NC(=CN1)F)C(=O)N 3,6-difluoro-2-pyrazinecarboxamide